3-[2-amino-5-(pyridin-3-yl)anilino]propan-1-ol-hydrochloride Cl.NC1=C(NCCCO)C=C(C=C1)C=1C=NC=CC1